BrC(C(=O)NC=1C=C2C(=C(NC2=CC1)C1=CC(=NC=C1)C)C(C)C)CCBr 2,4-dibromo-N-(3-isopropyl-2-(2-methylpyridin-4-yl)-1H-indol-5-yl)butanamide